(Z)-5-(4-(5-(4-ethylbenzylidene)-2,4-dioxothiazolidin-3-yl)butanamido)-2-hydroxybenzoic acid C(C)C1=CC=C(\C=C/2\C(N(C(S2)=O)CCCC(=O)NC=2C=CC(=C(C(=O)O)C2)O)=O)C=C1